(2R)-2-({[4-(aminomethyl)pyridin-3-yl]oxy}methyl)morpholine-4-carboxylic acid tert-butyl ester C(C)(C)(C)OC(=O)N1C[C@@H](OCC1)COC=1C=NC=CC1CN